C(C)N(C([O-])=O)CC.C(C)N(C([O-])=O)CC.C(C)N(C([O-])=O)CC.C1(C=CC2=CC=CC=C12)[Zr+3] indenyl-zirconium tris(diethylcarbamate)